(E)-2-(4-nitrostyryl)-1H-imidazole [N+](=O)([O-])C1=CC=C(/C=C/C=2NC=CN2)C=C1